N-methoxy-N,4-dimethylthiophen-2-carboxamide CON(C(=O)C=1SC=C(C1)C)C